ClC1=CC=C(C=C1)C1=C(C(=NN1C1=C(C=C(C=C1)Cl)Cl)/C=C/C(=O)NCCCCl)C (E)-3-(5-(4-chlorophenyl)-1-(2,4-dichlorophenyl)-4-methyl-1H-pyrazol-3-yl)-N-(3-chloropropyl)acrylamide